FC1([C@@H](O[C@@H]([C@H]1O)CO)N1C(N=C(C=C1)NC(=O)C1=NC=CC=C1)=O)F N-(1-((2R,4R,5R)-3,3-difluoro-4-hydroxy-5-(hydroxymethyl)tetrahydrofuran-2-yl)-2-oxo-1,2-dihydropyrimidin-4-yl)pyridinecarboxamide